NC1=C(C2=C(CSC23CN(C3)C3=NC(=NC(=C3F)N(C)[C@H](C)C=3C(=NC=CC3)N)OCCN3CCOCC3)S1)C#N 2-amino-r-[6-[[(1R)-1-(2-amino-3-pyridyl)ethyl]-methyl-amino]-5-fluoro-2-(2-morpholinoethoxy)pyrimidin-4-yl]spiro[6H-thieno[2,3-c]thiophene-4,3'-azetidine]-3-carbonitrile